C12C(CC(C=C1)C2)CN2CC1(C2)CC(C1)NC=1N=NC(=CC1)C1=C(C=CC(=C1)F)Cl 2-(bicyclo[2.2.1]hept-5-en-2-ylmethyl)-N-(6-(2-chloro-5-fluorophenyl)pyridazin-3-yl)-2-azaspiro[3.3]heptan-6-amine